5-(3-bromophenyl)-3-(chloromethyl)isoxazole BrC=1C=C(C=CC1)C1=CC(=NO1)CCl